5-(3-Methoxyphenyl)-2-methyl-N-(3-(2-oxopropyl)-1,2,4-thiadiazol-5-yl)furan-3-carboxamide COC=1C=C(C=CC1)C1=CC(=C(O1)C)C(=O)NC1=NC(=NS1)CC(C)=O